2-(1-(tert-butoxycarbonyl)piperidin-4-yl)propanoic acid C(C)(C)(C)OC(=O)N1CCC(CC1)C(C(=O)O)C